rac-4-((3-(2,3-difluoro-4-methoxyphenyl)imidazo[1,2-a]pyrazin-8-yl)amino)-N-(1-((2R,4S)-4-hydroxypyrrolidine-2-carbonyl)piperidin-3-yl)-2-methylbenzamide FC1=C(C=CC(=C1F)OC)C1=CN=C2N1C=CN=C2NC2=CC(=C(C(=O)N[C@H]1CN(CCC1)C(=O)[C@@H]1NC[C@H](C1)O)C=C2)C |&1:27|